bis(trimethylbenzene) nickel [Ni].CC=1C(=C(C=CC1)C)C.CC=1C(=C(C=CC1)C)C